tris[2-(1-methoxyethoxy)ethyl]amine COC(C)OCCN(CCOC(C)OC)CCOC(C)OC